NC1=C(C=O)C=CC(=N1)C(F)(F)F 2-AMINO-6-(TRIFLUOROMETHYL)NICOTINALDEHYDE